BrC=1C=C(C=C(C1)C=1C(=CC=CC1C1=CC=CC=C1)C1=CC=CC=C1)OC1=CC=2N(C3=CC=CC=C3C2C=C1)C1=NC=CC(=C1)C(C)(C)C 2-((5-bromo-6'-phenyl-[1,1':2',1''-terphenyl]-3-yl)oxy)-9-(4-(t-butyl)pyridine-2-yl)-9H-carbazole